4-((1-methylpiperidin-4-yl)ethynyl)thiazole-2-carboxamide CN1CCC(CC1)C#CC=1N=C(SC1)C(=O)N